N2',N7',10-triphenyl-N2',N7'-bis(9-phenyl-9H-carbazol-3-yl)-10H-spiro[acridine-9,9'-fluorene]-2',7'-diamine C1(=CC=CC=C1)N(C1=CC=2C3(C4=CC(=CC=C4C2C=C1)N(C=1C=CC=2N(C4=CC=CC=C4C2C1)C1=CC=CC=C1)C1=CC=CC=C1)C1=CC=CC=C1N(C=1C=CC=CC13)C1=CC=CC=C1)C=1C=CC=3N(C2=CC=CC=C2C3C1)C1=CC=CC=C1